1-(2-(oxetan-3-yl)-2-azaspiro[3.5]non-6-en-7-yl)-3-(4-phenoxyphenyl)imidazo[1,5-c]pyrimidin-5-amine O1CC(C1)N1CC2(C1)CC=C(CC2)C=2N=C(N1C(=NC=CC12)N)C1=CC=C(C=C1)OC1=CC=CC=C1